1-[(5-Fluoro-1-methyl-1H-pyrazol-4-yl)(1-methylpiperidin-4-yl)sulfamoyl]-3-[5-methyl-2-(propan-2-yl)thiophen-3-yl]urea FC1=C(C=NN1C)N(S(=O)(=O)NC(=O)NC1=C(SC(=C1)C)C(C)C)C1CCN(CC1)C